OCC1N(CCNC1CO)C1=CC=CC=2OCCOC21 5-(2,3-bis(hydroxymethyl)piperazin-1-yl)-2,3-dihydro-1,4-benzodioxine